FC1=CC=CC=2C(=N[C@@H](C(NC21)=O)NC(=O)C2=C(N=C1N2N=C(C=C1)N1[C@H]2CO[C@@H](C1)C2)C2=CC=CC=C2)C2=CC=CC=C2 N-[(3S)-9-fluoro-2-oxo-5-phenyl-1,3-dihydro-1,4-benzodiazepin-3-yl]-6-[(1R,4R)-2-oxa-5-azabicyclo[2.2.1]heptan-5-yl]-2-phenylimidazo[1,2-b]pyridazine-3-carboxamide